CN1C(=NC=C1)[C@]1(C(NC(N1)=O)=O)CCC(N1CC2=CC=C(C=C2C1)C(F)(F)F)=O (S)-5-(1-methyl-1H-imidazol-2-yl)-5-(3-oxo-3-(5-trifluoromethyl-isoindolin-2-yl)-propyl)-imidazoline-2,4-dione